2-chloro-N-(cyclopropylmethyl)-4-(5-nitro-2-pyridyl)aniline ClC1=C(NCC2CC2)C=CC(=C1)C1=NC=C(C=C1)[N+](=O)[O-]